2-butyl-1H-imidazole-4,5-dicarboxylic acid C(CCC)C=1NC(=C(N1)C(=O)O)C(=O)O